C(C)S(=O)(=O)C1=C(SC2=C1SC=C2NC(C)=O)C2=NC1=C(C=NC(=C1)C(F)(F)F)N2C N-{6-(Ethylsulfonyl)-5-[3-methyl-6-(trifluoromethyl)-3H-imidazo[4,5-c]pyridin-2-yl]thieno[3,2-b]thiophene-3-yl}acetamide